1,1,1-trifluoro-N-{2-[(3R,4S)-4-hydroxy-3-(thiophen-2-ylmethyl)-3,4-dihydro-2H-chromen-7-yl]phenyl}-methanesulfonamide FC(S(=O)(=O)NC1=C(C=CC=C1)C1=CC=C2[C@H]([C@@H](COC2=C1)CC=1SC=CC1)O)(F)F